FC1=C(CN2C(C=CC(=C2)C2=NC(=NO2)C2=NC=CN=C2)=O)C=CC=C1 1-(2-fluorobenzyl)-5-(3-(pyrazin-2-yl)-1,2,4-oxadiazol-5-yl)pyridin-2(1H)-one